(1R,2S,5S)-3-[(2S)-3,3-dimethyl-2-[(2,2,2-trifluoro-acetyl)amino]butanoyl]-6,6-dimethyl-3-azabicyclo[3.1.0]hexane-2-carboxylic acid CC([C@@H](C(=O)N1[C@@H]([C@H]2C([C@H]2C1)(C)C)C(=O)O)NC(C(F)(F)F)=O)(C)C